CN1CCC(CC1)C1=NN=CO1 5-(1-methylpiperidin-4-yl)-1,3,4-oxadiazole